2-methyl-N-(naphthalen-2-ylsulfonyl)propanamide CC(C(=O)NS(=O)(=O)C1=CC2=CC=CC=C2C=C1)C